4-carbamimidoyl-2-fluorophenyl 2-(4-(phenylcarbamoyl)piperidin-1-yl)benzo[d]thiazole-6-carboxylate C1(=CC=CC=C1)NC(=O)C1CCN(CC1)C=1SC2=C(N1)C=CC(=C2)C(=O)OC2=C(C=C(C=C2)C(N)=N)F